[C@H]12NC[C@H]([C@H](C1)SC1=CC=C(N=N1)C1=C(C=C(C=C1)/C=C/C(=O)NC)O)CC2 (E)-3-(4-(6-(((1R,4R,5S)-2-azabicyclo[2.2.2]octan-5-yl)thio)pyridazin-3-yl)-3-hydroxyphenyl)-N-methylacrylamide